(Z)-1-(3-(5-(dimethylamino)-4-fluoro-2-isopropylphenyl)-4-oxothiazolidin-2-ylidene)-3-(2-fluoro-4-(1-(4-(trifluoromethyl)phenyl)-1H-1,2,4-triazol-3-yl)phenyl)urea CN(C=1C(=CC(=C(C1)N1/C(/SCC1=O)=N/C(=O)NC1=C(C=C(C=C1)C1=NN(C=N1)C1=CC=C(C=C1)C(F)(F)F)F)C(C)C)F)C